FC=1C=NNC2=C(C1)C=CC=C2 4-fluoro-benzodiazepin